tert-Butyl (E)-(2-(chloromethyl)-3-fluoroallyl)carbamate ClC\C(\CNC(OC(C)(C)C)=O)=C\F